C([C@@H]1[C@H]([C@@H]([C@H]([C@@H](O1)O[C@H](CO)COP(=O)([O-])[O-])O)O)O)O The molecule is an organophosphate oxoanion obtained by deprotonation of the phosphate OH groups of 2-O-(beta-D-glucosyl)-sn-glycerol 3-phosphate; major species at pH 7.3. It is a conjugate base of a 2-O-(beta-D-glucosyl)-sn-glycerol 3-phosphate.